[Na]OS(=O)(=O)CC(=O)OCC ethyl 2-[(sodiooxy)sulfonyl]acetate